BrC1=CC=C2C(CCC(C2=C1)(O)CC1=NC(=NC(=C1CO)Cl)SC)C 7-Bromo-1-((6-chloro-5-(hydroxymethyl)-2-(methylthio)pyrimidin-4-yl)methyl)-4-methyl-1,2,3,4-tetrahydronaphthalen-1-ol